ClC1=CC=C(OC(C(=O)N2CCC(CC2)CCNCC2OC2)(C)C)C=C1 2-(4-chlorophenoxy)-2-methyl-1-(4-(2-((oxiran-2-ylmethyl)amino)ethyl)piperidin-1-yl)propan-1-one